tert-butyl{5-[(2-thienylcarbonyl) (2-thienylmethyl)amino]pentyl}carbamate C(C)(C)(C)OC(NCCCCCN(CC=1SC=CC1)C(=O)C=1SC=CC1)=O